P(=O)([O-])([O-])[O-].[Cd+2].P(=O)([O-])([O-])[O-].[Cd+2].[Cd+2] cadmium phosphate